5-(2,6-difluorophenyl)-N-(2,4,5-trifluorophenyl)-1H-pyrrole-3-sulfonamide FC1=C(C(=CC=C1)F)C1=CC(=CN1)S(=O)(=O)NC1=C(C=C(C(=C1)F)F)F